(S)-3-((8-chloro-1-(2,6-dichloro-4-(2-hydroxyethoxy)phenyl)-2-methyl-4-oxo-1,4-dihydro-1,6-naphthyridin-5-yl)oxy)-N,2-dimethylpropionamide ClC=1C=NC(=C2C(C=C(N(C12)C1=C(C=C(C=C1Cl)OCCO)Cl)C)=O)OC[C@@H](C(=O)NC)C